1-(1-(tert-butoxycarbonyl)piperidin-4-yl)cyclopropane-1-carboxylic acid C(C)(C)(C)OC(=O)N1CCC(CC1)C1(CC1)C(=O)O